CC1=C(C(=NC(=C1)C=1SC(=CC1C=O)F)C)O[C@@H]1C[C@H](CCC1)C(=O)[O-] (1S,3S)-3-(Methyl (6-(5-fluoro-3-formylthiophen-2-yl)-2-methylpyridin-3-yl)oxy)cyclohexanecarboxylate